3-Methyl-4-hexylphenol CC=1C=C(C=CC1CCCCCC)O